N1C[C@@H](CCC1)N1CCCC2=C1N=NC(=C2)C2=C(C=C(C=C2OC)C(F)(F)F)C 8-[(3R)-hexahydropyridin-3-yl]-3-[6-methoxy-2-methyl-4-(trifluoromethyl)phenyl]-5,6,7,8-tetrahydropyrido[2,3-c][1,2]diazine